ClC=1C=C2C=NNC2=C(C1)C1(C=C2C(CN(C2)C(C)=O)=C1)O 1-((3ar,5r,6as)-5-(5-chloro-1H-indazol-7-yl)-5-hydroxycyclopent[c]pyrrol-2(1H)-yl)ethanone